[1-[(2-amino-6-bromo-4-fluoro-anilino)methyl]cyclopropyl]methanol NC1=C(NCC2(CC2)CO)C(=CC(=C1)F)Br